Cl.[C@H]1(NCCC2=CC=CC=C12)C(=O)O |r| racemic-1,2,3,4-tetrahydroisoquinoline-1-carboxylic acid hydrochloride